The molecule is an oxo monocarboxylic acid anion that is the conjugate base of loxoprofen, obtained by deprotonation of the carboxy group. It is a conjugate base of a loxoprofen. CC(C1=CC=C(C=C1)CC2CCCC2=O)C(=O)[O-]